ClC1=CC=C2C=CC(=NC2=C1)C=CC=1C=C(C=CC1)C(CCC1=C(C=CC=C1)C(C)(C)O)SCC1(CC1)CC(=O)O 1-[[[1-[3-[2-(7-chloro-2-quinolinyl)-vinyl]-phenyl]-3-[2-(1-hydroxy-1-methylethyl)phenyl]propyl]thio]methyl]cyclopropaneacetic acid